FC(F)(F)C(=C(C(=O)N)C)S(=O)(=O)C1=CC=CC=C1 trifluoromethylbenzenesulfonylmethacrylamide